BrC=1C=CC(=NC1)CN(C(OC(C)(C)C)=O)[C@H](C)C1=NC=CC=N1 tert-butyl (R)-((5-bromopyridin-2-yl)methyl)(1-(pyrimidin-2-yl)ethyl)carbamate